ethyl (3S)-3-(4-chloro-1-methyl-1H-benzotriazol-5-yl)-3-(7-{[(2R,5S)-2-ethyl-5-methyl-2,3-dihydropyrido[2,3-f][1,4]oxazepin-4(5H)-yl]methyl}-1-benzothiophen-5-yl)propanoate ClC1=C(C=CC=2N(N=NC21)C)[C@@H](CC(=O)OCC)C=2C=C(C1=C(C=CS1)C2)CN2C[C@H](OC1=C([C@@H]2C)N=CC=C1)CC